FC(C#N)(C(C(C(C(OC(=C(F)F)F)(F)F)(F)F)(F)F)(F)F)F 2,2,3,3,4,4,5,5,6,6-decafluoro-6-[(1,2,2-trifluorovinyl)oxy]hexanenitrile